C[C@]1(CC[C@@H]2[C@H]3CC[C@@]4([C@H](CC[C@H]4[C@@H]3CC[C@@H]2C1)C1(COC1)CC(F)(F)F)C)O (3R,5R,8R,9R,10S,13S,14S,17S)-3,13-dimethyl-17-(3-(2,2,2-trifluoroethyl)oxetan-3-yl)-2,4,5,6,7,8,9,10,11,12,14,15,16,17-tetradecahydro-1H-cyclopenta[a]phenanthren-3-ol